2,2'-thiobis[3-(3,5-di-tert-butyl-4-hydroxyphenyl) ethyl propionate] S(C(C(=O)[O-])CCCC1=CC(=C(C(=C1)C(C)(C)C)O)C(C)(C)C)C(C(=O)[O-])CCCC1=CC(=C(C(=C1)C(C)(C)C)O)C(C)(C)C